FC1=CC=C(C=C1)C1=CC=C(C=C1)C=CC(=O)NCC(=O)N1CCN(CC1)C 3-[4-(4-fluorophenyl)phenyl]-N-[2-(4-methylpiperazin-1-yl)-2-oxoethyl]prop-2-enamide